FC1(CCN(CC1)C1=NC(=CC(=C1)C=1C=NN(C1)C1=C(C=C(C=C1)NS(=O)(=O)CCO)N1CCC2(CC2)CC1)C)F N-(4-(4-(2-(4,4-Difluoropiperidin-1-yl)-6-methylpyridin-4-yl)-1H-pyrazol-1-yl)-3-(6-azaspiro[2.5]octan-6-yl)phenyl)-2-hydroxyethane-1-sulfonamide